8-chloro-3-(1-(2,2,3,3,3-pentafluoropropyl)-1H-pyrazol-4-yl)-2-(trifluoromethyl)-4H-pyrido[1,2-a]pyrimidin-4-one ClC1=CC=2N(C(C(=C(N2)C(F)(F)F)C=2C=NN(C2)CC(C(F)(F)F)(F)F)=O)C=C1